[5-[2-(1H-pyrazol-4-yl)-ethoxymethyl]-2-thienyl]-[1,2,4]triazol N1N=CC(=C1)CCOCC1=CC=C(S1)C1=NNC=N1